3-(propan-2-yloxy)-1,2-benzothiazole 1,1-dioxide CC(C)OC1=NS(C2=C1C=CC=C2)(=O)=O